P(OC1=C(C=C(C=C1C)C(C)(C)C)C(C)(C)C)(OC1=C(C=C(C=C1C)C(C)(C)C)C(C)(C)C)OCC bis-(2,4-di-t-butyl-6-methylphenyl) ethyl phosphite